ClC1=NC=C(C(=C1)C1=C(C=NC(=C1)C)C(=O)NC=1SC=2C(=NC=C(N2)C2CCC(CC2)C(C)(C)O)N1)OC 2'-chloro-N-(6-(4-(2-hydroxypropan-2-yl)cyclohexyl)thiazolo[4,5-b]pyrazin-2-yl)-5'-methoxy-6-methyl-[4,4'-bipyridine]-3-carboxamide